NC=1C=C2C(=NN(C2=CC1)CC(=O)N([C@@H](CO)C)CC(=O)NCC1=C(C(=CC=C1)Cl)F)C(=O)N (R)-5-amino-1-(2-((2-((3-chloro-2-fluorobenzyl)amino)-2-oxoethyl)(1-hydroxypropan-2-yl)amino)-2-oxoethyl)-1H-indazole-3-carboxamide